(R)-4-benzyl-3-((S)-5-((tert-butyldimethylsilyl)oxy)-2-(4-chloro-3-fluorobenzyl)pentanoyl)oxazolidin-2-one C(C1=CC=CC=C1)[C@H]1N(C(OC1)=O)C([C@@H](CCCO[Si](C)(C)C(C)(C)C)CC1=CC(=C(C=C1)Cl)F)=O